N-(2-thienylmethyl)carbamate S1C(=CC=C1)CNC([O-])=O